N1=CC=C(C=C1)N1C=CC2=C(C=CC=C12)CN1CCOCC1 ((1-(pyridin-4-yl)-1H-indol-4-yl)methyl)morpholine